C(C)(C)(C)OC(=O)C1=CC=C(C=C1)NC(=O)C1N(CCC2=C(C=CC=C12)N(C(CN(C)C)=O)C)C(=O)OC(C)(C)C tert-butyl 1-((4-(tert-butoxycarbonyl) phenyl) carbamoyl)-5-(2-(dimethylamino)-N-methylacetamido)-3,4-dihydroisoquinoline-2(1H)-carboxylate